C1(CC1)COC1=CC2=C(C(=NO2)N2C(N3[C@H](C2)C[C@@H](C3)NS(=O)(=O)CC)=O)C(=C1)C1=C(C=CC=C1F)F N-{(6S,7aS)-2-[6-(cyclopropylmethoxy)-4-(2,6-difluorophenyl)-1,2-benzoxazol-3-yl]-3-oxohexahydro-1H-pyrrolo[1,2-c]imidazol-6-yl}ethanesulfonamide